FC=1C=C(CNC(=O)C2=C3NC(=NC3=NC=N2)[C@H]2CC(CC2)=O)C=C(C1)C=1C=NN(C1)C1=CC=C(C=C1)F (R)-N-(3-Fluoro-5-(1-(4-fluorophenyl)-1H-pyrazol-4-yl)benzyl)-8-(3-oxocyclopentyl)-7H-purine-6-carboxamide